[C@H](C)(CC)[C@@H]1N(CC2=C(NC1=O)C=CC=C2)C(=O)NC2CCN(CC2)C (S)-3-((S)-sec-butyl)-N-(1-methylpiperidin-4-yl)-2-oxo-1,2,3,5-tetrahydro-4H-benzo[e][1,4]diazepine-4-carboxamide